(2S,3S,11bS)-3-(2,2-dimethylpropyl)-10-methoxy-9-(2,2,2-trifluoroethoxy)-1H,2H,3H,4H,6H,7H,11bH-pyrido[2,1-a]isoquinolin-2-ol CC(C[C@@H]1[C@H](C[C@@H]2N(CCC3=CC(=C(C=C23)OC)OCC(F)(F)F)C1)O)(C)C